Br[In](Br)Br tribromoindium